3-nitro-6-(1-pyrimidin-2-yl-but-3-enylamino)-5-(trifluoromethyl)pyridine-2-carboxylic acid [N+](=O)([O-])C=1C(=NC(=C(C1)C(F)(F)F)NC(CC=C)C1=NC=CC=N1)C(=O)O